C1(=C(C=CC=C1)C1=CC(=NC2=CC=C(C=C12)C(=O)NC1CCOCC1)C)C1=CC=CC=C1 4-([1,1'-biphenyl]-2-yl)-2-methyl-N-(tetrahydro-2H-pyran-4-yl)quinoline-6-carboxamide